The molecule is the sesquihydrate of cyproheptadine hydrochloride. Note that the drug named cyproheptadine hydrochloride generally refers to cyproheptadine hydrochloride sesquihydrate. A sedating antihistamine with antimuscarinic and calcium-channel blocking actions, it is used for the relief of allergic conditions including rhinitis, conjunctivitis due to inhalant allergens and foods, urticaria and angioedema, and in pruritic skin disorders. Unlike other antihistamines, it is also a seratonin receptor antagonist, making it useful in conditions such as vascular headache and anorexia. It has a role as a serotonergic antagonist, an antipruritic drug, an anti-allergic agent, a gastrointestinal drug and a H1-receptor antagonist. It contains a cyproheptadine hydrochloride (anhydrous). CN1CCC(=C2C3=CC=CC=C3C=CC4=CC=CC=C42)CC1.CN1CCC(=C2C3=CC=CC=C3C=CC4=CC=CC=C42)CC1.O.O.O.Cl.Cl